C(C)(C)(C)OC(=O)N1CCC(CC1)C1=CC=C(NC2=C(N=CC(=N2)N2CCC(CC2)C(=O)O)C(N)=O)C=C1 1-[6-[4-(1-tert-butoxycarbonyl-4-piperidinyl)anilino]-5-carbamoyl-pyrazin-2-yl]piperidine-4-carboxylic acid